C(\C=C/C(=O)O)(=O)O.ClC=1C=CC2=C(N(C3=C(N(C2=O)CCO)C=CC=C3)CCCNC/C=C/C(=O)OCC)C1 ethyl (E)-4-({3-[3-chloro-10-(2-hydroxyethyl)-11-oxo-10,11-dihydro-5H-dibenzo[b,e][1,4]diazepin-5-yl]propyl}amino)but-2-enoate maleate